5-(8-dimethylamino-2-oxo-8-phenyl-1,3-diazaspiro[4.5]decan-3-yl)-pyridine-2-carboxylic acid amide CN(C1(CCC2(CN(C(N2)=O)C=2C=CC(=NC2)C(=O)N)CC1)C1=CC=CC=C1)C